[I-].C(C)N(C=1C=C2OC3=CC(C4=C(C3=NC2=CC1)C=CC=[N+]4CCCCCCCCCCCC)=O)CC 9-(diethylamino)-4-dodecyl-5-oxo-5H-pyrido[3,2-a]Phenoxazine-4-ium iodide